(R)-2-methyl-N-(1-(3-(trifluoromethyl)phenyl)ethyl)-7,8-dihydro-[1,4]dioxino[2,3-g]quinazolin-4-amine CC1=NC2=CC3=C(C=C2C(=N1)N[C@H](C)C1=CC(=CC=C1)C(F)(F)F)OCCO3